5-methoxy-N-((R)-1-phenylethyl)-1,2,3,4-tetrahydronaphthalene-2-amine hydrochloride Cl.COC1=C2CCC(CC2=CC=C1)N[C@H](C)C1=CC=CC=C1